FC1=CC=C(C=C1)CN1C(=NC2=C1C=CC=C2)N2CCC(CC2)NC 1-{1-[(4-fluorophenyl)methyl]-1H-benzimidazol-2-yl}-N-methyl-4-piperidinamine